5-(7-bromo-2-chloro-6,8-difluoroquinazolin-4-yl)-N,N-dimethyl-5,6,7,8-tetrahydro-4H-pyrazolo[1,5-a][1,4]diazepine-2-carboxamide BrC1=C(C=C2C(=NC(=NC2=C1F)Cl)N1CC=2N(CCC1)N=C(C2)C(=O)N(C)C)F